naphthalene-1,4,5,8-tetracarboxylic acid C1(=CC=C(C=2C(=CC=C(C12)C(=O)O)C(=O)O)C(=O)O)C(=O)O